BrC=1C=C(C=2N(C1)C(=NC2)C=2SC(=CN2)C(F)F)Cl 2-(6-bromo-8-chloroimidazo[1,5-a]pyridin-3-yl)-5-(difluoromethyl)thiazole